ClC1=CC=C(C=C1)C1=NN(C(C2=CC=CC=C12)=O)NC(CC1=CC=C(C=C1)C(F)(F)F)=O N-[4-(4-chlorophenyl)-1-oxophthalazin-2(1H)-yl]-2-[4-(trifluoromethyl)phenyl]acetamide